COC1=C(C=NC(=C1)C(F)(F)F)CO (4-methoxy-6-(trifluoromethyl)pyridin-3-yl)methanol